3,5-dimethylpyridine-4-amine CC=1C=NC=C(C1N)C